Ditridecyl phthalate C(C=1C(C(=O)OCCCCCCCCCCCCC)=CC=CC1)(=O)OCCCCCCCCCCCCC